2-[4-(1-methyl-4-pyridin-4-yl-1H-pyrazol-3-yl)-phenoxymethyl]-imidazo[1,2-a]pyridine CN1N=C(C(=C1)C1=CC=NC=C1)C1=CC=C(OCC=2N=C3N(C=CC=C3)C2)C=C1